(S)- and (R)-2-((2-(1H-pyrazol-4-yl)ethyl)amino)-1-(1H-indol-3-yl)-2-phenylethan-1-one N1N=CC(=C1)CCN[C@H](C(=O)C1=CNC2=CC=CC=C12)C1=CC=CC=C1 |r|